CN(C(=O)N[C@@H]1CC[C@H](CC1)CC(=O)O)C (trans-4-{[(dimethylamino)carbonyl]amino}cyclohexyl)-acetic acid